FC1=C(C=CC=2NC=NC21)F 4,5-difluoro-1H-benzo[d]imidazole